naphtho[2,3-d]thiazol-2-amine S1C(=NC2=C1C=C1C=CC=CC1=C2)N